N-[4-[[(1S,5R)-3-azabicyclo[3.1.0]hexan-6-yl]carbamoyl]-3-chloro-phenyl]-5-[2,3-difluoro-4-[1-(2-methoxyethyl)-5-methyl-pyrazol-4-yl]phenyl]-1-methyl-imidazole-2-carboxamide [C@H]12CNC[C@@H]2C1NC(=O)C1=C(C=C(C=C1)NC(=O)C=1N(C(=CN1)C1=C(C(=C(C=C1)C=1C=NN(C1C)CCOC)F)F)C)Cl